BrC=1C=CC(=NC1)N(C)CC1=C(C=C(C=C1)OC)OC 5-bromo-N-(2,4-dimethoxybenzyl)-N-methylpyridin-2-amine